C(C=C)[Si](C1=CC=CC2=CC3=CC=CC=C3C=C12)(C1=CC=CC2=CC3=CC=CC=C3C=C12)CC=C diallyl-dianthracenyl-silane